4-((2-((2r,5r)-5-amino-1,3-dioxan-2-yl)ethyl)(3-fluoro-4-methoxybenzyl)amino)benzonitrile NC1COC(OC1)CCN(C1=CC=C(C#N)C=C1)CC1=CC(=C(C=C1)OC)F